6-[5-[(1R)-1-Benzyloxy-1-(trifluoromethyl)pent-4-enyl]-1,3,4-oxadiazol-2-yl]-N-[1,1-bis(trideuteriomethyl)but-3-enyl]-5-nitro-3-(trifluoromethyl)pyridin-2-amine C(C1=CC=CC=C1)O[C@@](CCC=C)(C(F)(F)F)C1=NN=C(O1)C1=C(C=C(C(=N1)NC(CC=C)(C([2H])([2H])[2H])C([2H])([2H])[2H])C(F)(F)F)[N+](=O)[O-]